P(OC=1SC=CC1C)([O-])[O-] (3-methyl-thiophenyl) phosphite